(20R)-23-amino-17-fluoro-20-methyl-21-oxa-4,6,9,11,24-pentaazapentacyclo[20.3.1.02,6.08,13.014,19]hexacosa-1(25),2,4,8(13),9,11,14,16,18,22(26),23-undecaene-3-carbonitrile NC=1C=2O[C@@H](C3=CC(=CC=C3C=3C=NC=NC3CN3C=NC(=C3C(=CN1)C2)C#N)F)C